6-(4-phenyl-1H-1,2,3-triazole-1-carbonyl)-L-lysine C1(=CC=CC=C1)C=1N=NN(C1)C(=O)C(CCC[C@H](N)C(=O)O)N